Methyl (R)-1-((2-chloro-9-((2R,3R,4S)-3,4-dihydroxytetrahydrothiophen-2-yl)-9H-purin-6-yl)amino)-2,3-dihydro-1H-indene-5-carboxylate ClC1=NC(=C2N=CN(C2=N1)[C@@H]1SC[C@H]([C@H]1O)O)N[C@@H]1CCC2=CC(=CC=C12)C(=O)OC